(4S)-4-(4-chlorophenyl)-4-[(1R)-1-(4-chlorophenyl)-7-fluoro-5-[1-hydroxy-1-(1-methyl-1H-pyrazol-3-yl)propyl]-1-methoxy-3-oxo-2,3-dihydro-1H-isoindol-2-yl]butanoic acid ClC1=CC=C(C=C1)[C@H](CCC(=O)O)N1[C@@](C2=C(C=C(C=C2C1=O)C(CC)(C1=NN(C=C1)C)O)F)(OC)C1=CC=C(C=C1)Cl